Benzylpalmitat C(C1=CC=CC=C1)OC(CCCCCCCCCCCCCCC)=O